FC(C=1C2=C(C=NC1)C(=NN2[C@H]2CN(CC2)C(C=C)=O)C2=CC=C(C=C2)OC2=C(C(=CC=C2)OC)F)F (R)-1-(3-(7-(difluoromethyl)-3-(4-(2-fluoro-3-methoxyphenoxy)phenyl)-1H-pyrazolo[4,3-c]pyridin-1-yl)pyrrolidin-1-yl)prop-2-en-1-one